1-bromo-6-(4-(naphthalen-2-yl)phenyl)pyrene BrC1=CC=C2C=CC3=C(C=CC4=CC=C1C2=C34)C3=CC=C(C=C3)C3=CC4=CC=CC=C4C=C3